N1C(=NC2=C1C=CC=C2)C(C=CC2=CC=C(C=C2)C)=O 1-(1H-benzimidazol-2-yl)-3-p-tolyl-prop-2-en-1-one